(S)-4-(5-(3-(1-((1-Methyl-1H-imidazol-2-yl)methyl)pyrrolidin-3-yl)-2-oxo-2,3-dihydro-1H-imidazo[4,5-b]pyridin-1-yl)pyridin-2-yl)benzoic Acid CN1C(=NC=C1)CN1C[C@H](CC1)N1C(N(C=2C1=NC=CC2)C=2C=CC(=NC2)C2=CC=C(C(=O)O)C=C2)=O